NC=1C2=C(N=CN1)C=CC(=N2)N2CC(CCC2)C2=NOC(=C2)[C@]2(C(N(CC2)C)=O)O (R)-3-(3-(1-(4-aminopyrido[3,2-d]pyrimidin-6-yl)piperidin-3-yl)isoxazol-5-yl)-3-hydroxy-1-methylpyrrolidin-2-one